[3-[(4-chloro-2-methoxy-benzyl)-methyl-amino]azetidin-1-yl]-[6-(5-cyclopropyl-4H-1,2,4-triazol-3-yl)-2-azaspiro[3.3]heptan-2-yl]methanone ClC1=CC(=C(CN(C2CN(C2)C(=O)N2CC3(C2)CC(C3)C3=NN=C(N3)C3CC3)C)C=C1)OC